C(CCC(=O)O)(=O)O.FC1=C(C(=O)NC2=NC(=CC=C2)C(=O)C2CCN(CC2)C)C(=CC(=C1)F)F.FC1=C(C(=O)NC2=NC(=CC=C2)C(=O)C2CCN(CC2)C)C(=CC(=C1)F)F 2,4,6-trifluoro-N-[6-(1-methylpiperidine-4-carbonyl)-2-pyridyl]benzamide hemisuccinate